CC=1C(=C(C(=O)[O-])C=CC1[N+](=O)[O-])NCC1=CN=CN1C methyl-{[(1-methyl-1H-imidazol-5-yl) methyl] amino}-4-nitrobenzoate